C1(=CC=CC=C1)C1=CC=C(C=C1)N1C2=CC=CC=C2C=2C=C(C=CC12)Br N-(4-phenylphenyl)-3-bromocarbazole